4-HYDROXY-2-METHYLBENZOIC ACID OC1=CC(=C(C(=O)O)C=C1)C